C[C@H]1COCCN1C=1C=CC(=C(C1)CC(=O)OC)[N+](=O)[O-] Methyl (S)-2-(5-(3-methylmorpholino)-2-nitrophenyl)acetate